ONC(/C=C/C1=C(C=CC=C1)NC(=O)C1CC2=CC=CC=C2CC1)=O (E)-N-(2-(3-(hydroxyamino)-3-oxoprop-1-en-1-yl)phenyl)-1,2,3,4-tetrahydronaphthalene-2-carboxamide